(S)-2-methyl-N-(2-methylcyclobutylidene)propane-2-sulfinamide CC(C)(C)[S@](=O)N=C1C(CC1)C